(Z)-2-chloro-N-hydroxypyrimidine-5-carbonimidoyl chloride ClC1=NC=C(C=N1)/C(=N/O)/Cl